ClC=1C(=NN2C1C(NC(=C2)C2=CC1=CC=CC=C1C=C2)=O)C(=O)OCC ethyl 3-chloro-6-(2-naphthyl)-4-oxo-4,5-dihydropyrazolo[1,5-a]pyrazine-2-carboxylate